C[C@@H]1CN(C[C@H]2N1C[C@@H](C2)NC2=NC=1CNCCC1C=C2)C2=C1C=CC=NC1=C(C=C2)C#N 5-[(4R,7R,8aS)-4-methyl-7-(5,6,7,8-tetrahydro-1,7-naphthyridin-2-ylamino)-3,4,6,7,8,8a-hexahydro-1H-pyrrolo[1,2-a]pyrazin-2-yl]quinoline-8-carbonitrile